OC1=C(C=C(C=C1)C1=CC=CC=C1)C1=C(N2N(C=3C=CC=CC3C23C(=NN(C3=O)C3=CC=CC=C3)C)C1=O)C 2'-(4-Hydroxy-[1,1'-biphenyl]-3-yl)-1',3-dimethyl-1-phenyl-3'H-spiro[pyrazole-4,9'-pyrazolo[1,2-a]indazole]-3',5(1H)-dione